[Ir+3].C1(=CC=CC=C1)C1=NC=CC=C1 (2-PHENYLPYRIDINE) iridium (III)